N-(cyclopropyl-(2-(2,2-difluoroethoxy)-5-fluorophenyl)methyl)-N-methyl-3-(1-methyl-1H-pyrazol-3-yl)pyrazolo[1,5-a]pyrimidin-5-amine C1(CC1)C(N(C1=NC=2N(C=C1)N=CC2C2=NN(C=C2)C)C)C2=C(C=CC(=C2)F)OCC(F)F